CC1=NC(=NO1)C1=CC=C2C=CN=C(C2=C1)NC=CC(=O)NC1=NC2=C(N1)C(=CC=C2)OCCC 3-((7-(5-Methyl-1,2,4-oxadiazol-3-yl)isoquinolin-1-yl)amino)-N-(7-propoxy-1H-benzo[d]imidazol-2-yl)propenamide